C1(CC1)NC(C1=C(C=C(C=C1)C1=NN(C(=N1)NC=1C(=C2C=NN(C2=CC1)C1OCCCC1)CC)C)OC)=O N-cyclopropyl-4-[5-[(4-ethyl-1-tetrahydropyran-2-yl-indazol-5-yl)amino]-1-methyl-1,2,4-triazol-3-yl]-2-methoxy-benzamide